N1=C(N)N=C(N)N=C1N.B(O)(O)O boric acid melamine salt